C1(CC1)N1C(C2=C(C=3N=CC=CC3N2C[C@H]1CO)C1=CC(=C(C#N)C=C1)F)=O 4-[(12S)-11-cyclopropyl-12-(hydroxymethyl)-10-oxo-1,6,11-triazatricyclo[7.4.0.02,7]trideca-2(7),3,5,8-tetraen-8-yl]-2-fluoro-benzonitrile